1-methyl-3-(trifluoromethyl)pyrazole-5-boronic acid pinacol ester CN1N=C(C=C1B1OC(C)(C)C(C)(C)O1)C(F)(F)F